C[C@]12CC[C@H](C[C@@H]1CC[C@@H]3[C@@H]2CC[C@]4([C@H]3CCC4=O)C)O[C@H]5[C@@H]([C@H]([C@@H]([C@H](O5)C(=O)O)O)O)O The molecule is a steroid glucosiduronic acid having androsterone as the steroid component. It has a role as a metabolite, a human metabolite and a mouse metabolite. It is a beta-D-glucosiduronic acid and a steroid glucosiduronic acid. It derives from an androsterone and a beta-D-glucuronic acid.